methyl 2-((5-(2-((4-chloro-2-fluorobenzyl)oxy)pyrimidin-4-yl)-3,5-dihydropyrrolo[3,4-c]pyrrol-2(1H)-yl)methyl)-1-((1-ethyl-1H-imidazol-5-yl)methyl)-1H-benzo[d]imidazole-6-carboxylate ClC1=CC(=C(COC2=NC=CC(=N2)N2C=C3C(=C2)CN(C3)CC3=NC2=C(N3CC3=CN=CN3CC)C=C(C=C2)C(=O)OC)C=C1)F